4-(7-(pyridin-3-yl)-5,6,7,8-tetrahydroimidazo[1,2-a]pyrazin-3-yl)benzoic Acid N1=CC(=CC=C1)N1CC=2N(CC1)C(=CN2)C2=CC=C(C(=O)O)C=C2